BrC1=C(C=C2C=NN(C2=C1CC=O)C1OCCCC1)OC 2-(6-bromo-5-methoxy-1-(tetrahydro-2H-pyran-2-yl)-1H-indazol-7-yl)acetaldehyde